FC=1C=C2C(=NC=3N(C2=CC1F)C(=NN3)C)N(C3=CC=CC=C3)C 7,8-difluoro-N,1-dimethyl-N-phenyl-[1,2,4]triazolo[4,3-a]quinazolin-5-amine